N[S@@](=O)(=NC(C1=CC=CC=C1)(C1=CC=CC=C1)C1=CC=CC=C1)C=1C=NN2C1OCC1(CC1)C2 |r| racemic-3-(S-amino-N-trityl-sulfonimidoyl)spiro[5,7-dihydropyrazolo[5,1-b][1,3]oxazine-6,1'-cyclopropane]